6,8-dimethyl-nonen-2-ol CC(CCCC(=C)O)CC(C)C